NC1=C(C2=C(S1)C(C(CC2)(CCOC(F)F)CC2CC2)=O)C(=O)O 2-Amino-6-(cyclopropylmethyl)-6-(2-(difluoromethoxy)ethyl)-7-oxo-4,5,6,7-tetrahydrobenzo[b]thiophene-3-carboxylic acid